5-(((S)-1-(((R)-2-oxo-1-(1-(5-(trifluoromethyl)pyrazin-2-yl)piperidin-4-yl)pyrrolidin-3-yl)oxy)propan-2-yl)amino)-4-(trifluoromethyl)pyridazin-3(2H)-one O=C1N(CC[C@H]1OC[C@H](C)NC1=C(C(NN=C1)=O)C(F)(F)F)C1CCN(CC1)C1=NC=C(N=C1)C(F)(F)F